C[Si](C)(C)C#C[Si](C)(C)C di(trimethylsilyl)acetylene